4-chloro-6-(4-(4-isopropylpiperazin-1-yl)phenyl)-1,2-dimethyl-1H-benzo[d]imidazole ClC1=CC(=CC=2N(C(=NC21)C)C)C2=CC=C(C=C2)N2CCN(CC2)C(C)C